5-((dibutylamino)methyl)furan-2-carboxylic acid C(CCC)N(CCCC)CC1=CC=C(O1)C(=O)O